(2s,3r,4r,5r)-2-acetoxy-5-((benzoyloxy)methyl)tetrahydrofuran C(C)(=O)O[C@@H]1O[C@H](CC1)COC(C1=CC=CC=C1)=O